ClC1=NC(=C2N=CN(C2=N1)C(C)C)NCC1=C(C=CC=C1)N1N=C(C=C1)N1C[C@H](OCC1)C 2-chloro-9-isopropyl-N-[(2-{3-[(2R)-2-methylmorpholin-4-yl]pyrazol-1-yl}phenyl)methyl]purin-6-amine